N1=C(N=CN=C1)B(O)O (1,3,5-triazin-2-yl)boronic acid